(R)-1-(4-Cyanophenyl)-N-((1-cyanopyrrolidin-3-yl)methyl)-1H-imidazol-4-carboxamid C(#N)C1=CC=C(C=C1)N1C=NC(=C1)C(=O)NC[C@@H]1CN(CC1)C#N